tert-Butyl (3S,4R)-3-((5-(3-(2,2-difluoroethyl)-2-methyl-3H-imidazo[4,5-b]pyridin-5-yl)pyrrolo[2,1-f][1,2,4]triazin-2-yl)amino)-4-fluoropyrrolidine-1-carboxylate FC(CN1C(=NC=2C1=NC(=CC2)C=2C=CN1N=C(N=CC12)N[C@H]1CN(C[C@H]1F)C(=O)OC(C)(C)C)C)F